(R)-1-(5-chloro-3-methylpyridin-2-yl)-4-(4-methylbenzyl)-3-(oxetan-3-yl)piperazine-2,5-dione ClC=1C=C(C(=NC1)N1C([C@H](N(C(C1)=O)CC1=CC=C(C=C1)C)C1COC1)=O)C